CN1CCN(CC1)C1=CC=C(C=C1)C(C)C1=C(C=2NC3=CC=CC=C3SC2C=C1)CC(=O)[O-] 2-(1-(4-(4-methylpiperazin-1-yl) phenyl) ethyl)-10H-phenothiazineacetate